OC(C)(C)C1=CN=CC(=N1)C=1C(=C2COC(C2=CC1)=O)C 5-(6-(2-hydroxy-prop-2-yl)pyrazin-2-yl)-4-methyl-isobenzofuran-1(3H)-one